4-((4-((4-((2-chlorophenyl)carbamoyl)phenyl)amino)-5-fluoropyrimidin-2-yl)amino)-2-fluorobenzoic acid ClC1=C(C=CC=C1)NC(=O)C1=CC=C(C=C1)NC1=NC(=NC=C1F)NC1=CC(=C(C(=O)O)C=C1)F